BrC=1C=NN(C1C1=C(C#N)C(=CC(=C1F)N1CCN(CC1)C)OC1CC1)C 2-(4-bromo-1-methyl-1H-pyrazol-5-yl)-6-cyclopropoxy-3-fluoro-4-(4-methylpiperazine-1-yl)benzonitrile